FC1(C(C1)(C(=O)NC1=CC=C(C=C1)F)C1=NC=2CCCN(C2C=C1)C1=NC(=NC=C1)C)F 2,2-difluoro-N-(4-fluorophenyl)-1-(5-(2-methylpyrimidin-4-yl)-5,6,7,8-tetrahydro-1,5-naphthyridin-2-yl)cyclopropane-1-carboxamide